CC1=C(C=CC(=C1)C=C)O 2-methyl-4-vinylphenol